ClC1=CC=C(C(=N1)C(=NO)N)O[C@H](C)C=1C=C(C=C2C(C(=C(OC12)C1CC1)C)=O)C 6-Chloro-3-[(1R)-1-(2-cyclopropyl-3,6-dimethyl-4-oxo-chromen-8-yl)ethoxy]-N'-hydroxy-pyridine-2-carboxamidine